p-toluenesulfonic acid hemihydrate O.CC1=CC=C(C=C1)S(=O)(=O)O.CC1=CC=C(C=C1)S(=O)(=O)O